ClC(OC1=CC=C(C=C1)NC(=O)C=1C=C(C2=C(N=C3N2[C@@H](CN(C3)C)C)C1)C=1C=C3C(=NC1)CN(C3=O)C3CC3)(F)F (R)-N-(4-(chlorodifluoromethoxy)phenyl)-6-(6-cyclopropyl-5-oxo-6,7-dihydro-5H-pyrrolo[3,4-b]pyridin-3-yl)-2,4-dimethyl-1,2,3,4-tetrahydrobenzo[4,5]imidazo[1,2-a]pyrazine-8-carboxamide